C(C)(C)CCCC tert-heptane